(R)-2-((4-morpholino-6-((5-(5-phenyl-1,3,4-oxadiazol-2-yl)thiazol-2-yl)amino)pyrimidine-2-yl)amino)propan-1-ol O1CCN(CC1)C1=NC(=NC(=C1)NC=1SC(=CN1)C=1OC(=NN1)C1=CC=CC=C1)N[C@@H](CO)C